(4-fluorobenzamidomethyl)-16alpha-allyl-16beta-hydroxy-androst-5-ene-3beta-ol FC1=CC=C(C(=O)NCC[C@@]23C[C@](C[C@H]2[C@@H]2CC=C4C[C@H](CC[C@]4(C)[C@H]2CC3)O)(O)CC=C)C=C1